N-(4-fluoro-3-methylphenyl)-1,2,4-trimethyl-5-(2-oxo-2-((4-(trifluoromethyl)tetrahydro-2H-pyran-4-yl)amino)acetyl)-1H-pyrrole-3-carboxamide FC1=C(C=C(C=C1)NC(=O)C1=C(N(C(=C1C)C(C(NC1(CCOCC1)C(F)(F)F)=O)=O)C)C)C